6-(5-methyl-1H-indazol-4-yl)-2-phenyl-pyrimidine-4-carboxylic acid CC=1C(=C2C=NNC2=CC1)C1=CC(=NC(=N1)C1=CC=CC=C1)C(=O)O